C(C)(=O)C1CC(N(CC1)C(=O)OC(C)(C)C)C tert-Butyl 4-acetyl-2-methylpiperidine-1-carboxylate